5,6-Difluoro-2-((((trans)-4-hydroxycyclohexyl)thio)methyl)-7-((1-(3,3,3-trifluoropropyl)piperidin-4-yl)amino)quinazolin-4(3H)-one FC1=C2C(NC(=NC2=CC(=C1F)NC1CCN(CC1)CCC(F)(F)F)CS[C@@H]1CC[C@H](CC1)O)=O